N1CC(C1)C[N+]1(CCC(CC1)C(=O)N1CCNCC1)C 4-[1-(azetidin-3-ylmethyl)-1-methyl-piperidin-1-ium-4-carbonyl]piperazine